2-hydroxy-1-cyclohexyl phenyl ketone C1(=CC=CC=C1)C(=O)C1C(CCCC1)O